C(C)(C)(C)OC(=O)N1[C@@H](CCC1)C=O (2S)-2-formylpyrrolidine-1-carboxylic acid tert-butyl ester